OC(C(C(C[C@H]1C(NCC1)=O)NC(=O)[C@H]1N(C[C@H]2[C@@H]1CCC2)C(=O)C=2NC1=CC=CC(=C1C2)OC)=O)C (1S,3aR,6aS)-N-(4-hydroxy-3-oxo-1-((S)-2-oxopyrrolidin-3-yl)pentan-2-yl)-2-(4-methoxy-1H-indole-2-carbonyl)octahydrocyclopenta[c]pyrrole-1-carboxamide